ClC1=CC=C(C=C1)C1=N[C@H](C=2N(C3=C1C(=C(S3)C)C)C(=NN2)C)CC(=O)NCCCCCC(=O)OC methyl (S)-6-(2-(4-(4-chlorophenyl)-2,3,9-trimethyl-6H-thieno[3,2-f][1,2,4]triazolo[4,3-a][1,4]diazepin-6-yl)acetamido)hexanoate